2,4,6-trimethylbenzoyl-biphenyl CC1=C(C(=O)C2=C(C=CC=C2)C2=CC=CC=C2)C(=CC(=C1)C)C